FC(CCOC1=CC(=C(C(=C1)F)[C@H]1CC(N1C1=CC2=C(NC=N2)C=C1)=O)F)F (R)-4-(4-(3,3-difluoropropoxy)-2,6-difluorophenyl)-1-(1H-benzo[d]imidazol-5-yl)azetidin-2-one